ClC1=C2C3(CNC2=CC=C1O)CC3 4'-chloro-5'-hydroxyspiro[cyclopropane-1,3'-indoline]